O1C(=CC2=C1C=CC=C2)COC2=CC=CC(=N2)C2CCN(CC2)CC2=NC1=C(N2C[C@H]2OCC2)C=C(C=C1)C(=O)O (S)-2-((4-(6-((benzofuran-2-yl)methoxy)pyridin-2-yl)piperidin-1-yl)methyl)-1-((oxetan-2-yl)methyl)-1H-benzo[d]imidazole-6-carboxylic acid